1,11-bis(3-thietanylthio)-4,7-bis(3-thietanylthiomethyl)-3,6,9-trithiaundecane S1CC(C1)SCCSC(CSC(CSCCSC1CSC1)CSC1CSC1)CSC1CSC1